N,N-dimethyl-thiocarbonylamide CC(=S)[N-]C(=S)C